(2S,3R,4S)-1-(3-cyano-6-methyl-4-(trifluoromethyl)-pyridin-2-yl)-3,4-dihydroxy-N-methyl-N-(m-tolyl)pyrrolidine-2-carboxamide C(#N)C=1C(=NC(=CC1C(F)(F)F)C)N1[C@@H]([C@H]([C@H](C1)O)O)C(=O)N(C=1C=C(C=CC1)C)C